CC1=CC=C(C=C1)C(CNC1=CC(=NC=2N1N=CN2)C2=CC=CC=C2)N2CCOCC2 N-[2-(4-methylphenyl)-2-(4-morpholinyl)ethyl]-5-phenyl[1,2,4]triazolo[1,5-a]pyrimidin-7-amine